NN1C(C(N=C(C2=C1C=CC(=C2Cl)C(F)(F)F)C2=C(C=CC=C2F)F)C)=O 1-amino-6-chloro-5-(2,6-difluorophenyl)-3-methyl-7-(trifluoromethyl)-3H-1,4-benzodiazepin-2-one